C(C)(C)(C)[C@@H]1N=C(N(C1)C12CC3CC(CC(C1)C3)C2)C=2C=CC=C3C=CC=NC23 (S)-8-(4-tert-butyl-1-(adamantan-1-yl)-4,5-dihydro-1H-imidazol-2-yl)quinoline